N-benzyl-7-methyl-1,4-dioxaspiro[4.5]decan-8-imine C(C1=CC=CC=C1)N=C1C(CC2(OCCO2)CC1)C